C(CCCCCCCCCCCCCCCCCCCC)C=1C=C(C=C(C1)O)O 5-Henicosylbenzene-1,3-diol